4-Amino-1-(6-chloro-4-methylpyridin-3-yl)-2-oxo-7-(trifluoromethyl)-1,2-dihydro-1,8-naphthyridine-3-carboxylic acid methyl ester COC(=O)C=1C(N(C2=NC(=CC=C2C1N)C(F)(F)F)C=1C=NC(=CC1C)Cl)=O